2-((2-(dimethylamino)ethyl(methyl)amino)-4-methoxy-5-((4-(1-methyl-1H-indole-3-yl)-1,3,5-triazin-2-yl)amino)phenyl)acrylamide CN(CCN(C)C1=C(C=C(C(=C1)OC)NC1=NC=NC(=N1)C1=CN(C2=CC=CC=C12)C)C(C(=O)N)=C)C